ClC1=C(C=CC(=N1)C(=O)NC)N1CCN(CC1)CC=1C(=C2NC(C(=NC2=CC1)OC)=O)F 6-chloro-5-[4-[(5-fluoro-2-methoxy-3-oxo-4H-quinoxalin-6-yl)methyl]piperazin-1-yl]-N-methyl-pyridine-2-carboxamide